Tert-butyl N-[2-[2-[2-[4-[2-(2,6-dioxo-3-piperidyl)-1,3-dioxo-isoindolin-5-yl]piperazin-1-yl] ethoxy]ethoxy]ethyl]carbamate O=C1NC(CCC1N1C(C2=CC=C(C=C2C1=O)N1CCN(CC1)CCOCCOCCNC(OC(C)(C)C)=O)=O)=O